FC(C1=C(C=NC=C1)CCC(=O)O)(F)F 4-(trifluoromethyl)-3-pyridinepropanoic acid